3'-fluoro-5'-(4,4,5,5-tetramethyl-1,3,2-dioxaborolan-2-yl)-[1,1'-biphenyl]-3-carboxylic acid FC=1C=C(C=C(C1)B1OC(C(O1)(C)C)(C)C)C1=CC(=CC=C1)C(=O)O